2,2',2''-(10-(2-nitrobenzyl)-1,4,7,10-tetraazacyclododecane-1,4,7-triyl)triacetic acid [N+](=O)([O-])C1=C(CN2CCN(CCN(CCN(CC2)CC(=O)O)CC(=O)O)CC(=O)O)C=CC=C1